(R)-8-chloro-N-(1-(4-chlorophenyl)-2,2,2-trifluoroethyl)-N-ethyl-5-oxo-1,2,3,5-tetrahydroindolizine-7-sulfonamide ClC=1C(=CC(N2CCCC12)=O)S(=O)(=O)N(CC)[C@@H](C(F)(F)F)C1=CC=C(C=C1)Cl